C(#N)C1=CN=C2N1C(=CC(=C2)C=2N=NN(C2C)C2CN(C2)C2CCN(CC2)C#N)O[C@H](C)C2=NC=CC=C2 4-[3-(4-[3-Cyano-5-[(1R)-1-(pyridin-2-yl)ethoxy]imidazo[1,2-a]pyridin-7-yl]-5-methyl-1,2,3-triazol-1-yl)azetidin-1-yl]piperidine-1-carbonitrile